C1(CC1)S(=O)(=O)NC=1SC=C(N1)C1(CC1)NC(=O)C=1C=C2C=C[N+](=CC2=CC1)[O-] 6-(1-(2-(cyclopropanesulfonamido)thiazol-4-yl)cyclopropylcarbamoyl)isoquinoline 2-oxide